[K].C(C)N1CCC(CC1)N1CCC(CC1)S(=O)(=O)NC(NC1=C2CCCC2=CC=2CCCC12)=O 1'-Ethyl-N-((1,2,3,5,6,7-hexahydro-s-indacen-4-yl)carbamoyl)-[1,4'-bipiperidine]-4-sulfonamide, Potassium Salt